BrC=1C=C(CC=2C3=C(C(NN2)=O)C=CC=N3)C=CC1F 8-(3-bromo-4-fluorobenzyl)pyrido[3,2-d]pyridazin-5(6H)-one